N1(N=NC2=C1C=CC=C2)C=2C=C(N(CC)CC)C=C(C2)I 3-(1H-benzo[d][1,2,3]triazol-1-yl)-N,N-diethyl-5-iodoaniline